ClC1=CC=C(C=N1)N(C1=NC=CC2=CC(=CC=C12)F)CC1=CC=C(C=C1)OC N-(6-chloropyridin-3-yl)-6-fluoro-N-(4-methoxybenzyl)isoquinolin-1-amine